2'-chloro-5'-methoxy-6-methyl-N-(5-{6-oxa-2-azaspiro[3.4]octan-2-yl}-[1,3]thiazolo[5,4-d]pyrimidin-2-yl)-[4,4'-bipyridine]-3-carboxamide ClC1=NC=C(C(=C1)C1=C(C=NC(=C1)C)C(=O)NC=1SC=2N=C(N=CC2N1)N1CC2(C1)COCC2)OC